copper-lead tin [Sn].[Pb].[Cu]